O.O.O.[Pd](Cl)Cl palladium chloride, trihydrate